tert-butyl (1R,4R,5S)-5-(2-(3-(azetidin-1-yl)-3-oxopropyl)-7-bromo-8-(2-cyanoethyl)-6-fluoro-4-(methylsulfinyl)-1H-pyrrolo[3,2-c]quinolin-1-yl)-2-azabicyclo[2.1.1]hexane-2-carboxylate N1(CCC1)C(CCC1=CC=2C(=NC=3C(=C(C(=CC3C2N1[C@H]1[C@H]2CN([C@@H]1C2)C(=O)OC(C)(C)C)CCC#N)Br)F)S(=O)C)=O